4-iodo-2,2-dimethyltetrahydropyran IC1CC(OCC1)(C)C